ClC=1C=CC(=C(C(=O)N)C1)S(N[C@H](C(=O)NN)[C@H](C)C1=C(C(=CC=C1F)C)C)(=O)=O 5-chloro-2-(N-((2S,3R)-3-(6-fluoro-2,3-dimethylphenyl)-1-hydrazinyl-1-oxobutan-2-yl)sulfamoyl)benzamide